ClC1=CC(=C(C=C1)C1=NN2C(=NC3=C(C2=N1)N=CC=C3)N[C@H]3C(NCCNC3)=O)OC(F)(F)F (6R)-6-({2-[4-chloro-2-(trifluoromethoxy)phenyl]pyrido[2,3-e][1,2,4]triazolo[1,5-c]pyrimidin-5-yl}amino)-1,4-diazepan-5-one